(S)-3-(1-(2,4-dichlorobenzyl)pyrrolidin-3-yl)-2-oxo-2,3-dihydro-1H-benzo[d]imidazole-5-carboxylic acid ClC1=C(CN2C[C@H](CC2)N2C(NC3=C2C=C(C=C3)C(=O)O)=O)C=CC(=C1)Cl